1'-((7-methyl-6-oxo-5,6-dihydro-1,5-naphthyridin-3-yl)methyl)-1',2',3',6'-tetrahydro-[2,4'-bipyridine]-5-carbonitrile CC=1C(NC=2C=C(C=NC2C1)CN1CCC(=CC1)C1=NC=C(C=C1)C#N)=O